(1-methylcyclobutyl)(piperazin-1-yl)methanone hydrochloride Cl.CC1(CCC1)C(=O)N1CCNCC1